O1C(=CC=C1)CN1C(=C(C=C1C)C(C(C)NNC(NC)=S)NNC(NC)=S)C 2,2'-(1-(1-(furan-2-ylmethyl)-2,5-dimethyl-1H-pyrrol-3-yl)propane-1,2-diyl)bis(N-methylhydrazine-1-thiocarboxamide)